(2R)-N-(3-{2-[(3-methoxy-1-methyl-1H-pyrazol-4-yl)amino]-5-methylpyrimidin-4-yl}-1H-indol-7-yl)-2-(4-methylpiperazin-1-yl)butanamide COC1=NN(C=C1NC1=NC=C(C(=N1)C1=CNC2=C(C=CC=C12)NC([C@@H](CC)N1CCN(CC1)C)=O)C)C